(trifluoromethanesulfonyloxy)pyrrolo[1,2-b]pyridazine-3-carboxylate FC(S(=O)(=O)OC=1C(=CC=2N(N1)C=CC2)C(=O)[O-])(F)F